C(C)C=1C=C2CC(N(C2=CC1)S(=O)(=O)C=1C=CC(=C(CO)C1)OCC1CCOCC1)C 5-((5-ethyl-2-methylindolin-1-yl)sulfonyl)-2-((tetrahydro-2H-pyran-4-yl)methoxy)benzyl alcohol